C1(=CC(=CC=C1)[C@@H]1C[C@@H](CC2=CC=CC=C12)N(C)C)C1=CC=CC=C1 Cis-4-([1,1'-biphenyl]-3-yl)-N,N-dimethyl-1,2,3,4-tetrahydronaphthalen-2-amine